ClC=1C(=CC2=C(C=3N(C4(CO2)CCCC4)C=C(C(C3)=O)C(=O)O)N1)OCCCOC 2'-chloro-3'-(3-methoxypropoxy)-11'-oxo-6'H,11'H-spiro[cyclopentane-1,7'-dipyrido[1,2-d:2',3'-f][1,4]oxazepine]-10'-carboxylic acid